7-Bromo-[1,2,4]triazolo[3,4-a]isoquinoline BrC1=C2C=CN3C(C2=CC=C1)=NN=C3